CN1N=CC(=C1)C=1C=CC=2N(C1)N=CC2N2CCN(CC2)C(C[C@@H](C2=CC=CC=C2)NC(OC(C)(C)C)=O)=O tert-butyl (S)-(3-(4-(6-(1-methyl-1H-pyrazol-4-yl)pyrazolo[1,5-a]pyridin-3-yl)piperazin-1-yl)-3-oxo-1-phenylpropyl)carbamate